5-chloro-1'-{2-[4-(3-methanesulfonylpropanesulfonyl)phenoxy]ethyl}-1-methyl-1,2-dihydrospiro[indole-3,4'-piperidin]-2-one ClC=1C=C2C(=CC1)N(C(C21CCN(CC1)CCOC1=CC=C(C=C1)S(=O)(=O)CCCS(=O)(=O)C)=O)C